5'-methoxy-2'-oxospiro[cyclopropane-1,3'-indole]-1'-Formate COC=1C=C2C3(C(N(C2=CC1)C(=O)[O-])=O)CC3